FC1(CNCC[C@H]1CN1CCC(CC1)C1=C(C=C2C(=NN(C2=C1F)C)C1C(NC(CC1)=O)=O)F)F 3-[6-[1-[[(4S)-3,3-difluoro-4-piperidyl]methyl]-4-piperidyl]-5,7-difluoro-1-methyl-indazol-3-yl]piperidine-2,6-dione